C(C)(C)(C)OC(=O)N(C1=CC(=NC=2N1N=CC2C2CCC2)NC[C@@H]2[C@H](CN(CC2)C(=O)OC(C)(C)C)O)C2=CC(=CC(=C2)F)F tert-butyl (3R,4R)-4-((7-((tert-butoxycarbonyl)(3,5-difluorophenyl)amino)-3-cyclobutylpyrazolo[1,5-a]pyrimidin-5-yl)aminomethyl)-3-hydroxypiperidine-1-carboxylate